C1(CC1)CN1C(=CC=2C1=NC(=CC2)C2CNCC2)C2=NC1=C(N2C)C(=CC(=C1)C(=O)N1[C@@H]2CC[C@H](C1)[C@H]2N)OC (1R,4R,7R)-2-{2-[1-(cyclopropylmethyl)-6-(pyrrolidin-3-yl)-1H-pyrrolo[2,3-b]pyridin-2-yl]-7-methoxy-1-methyl-1H-1,3-benzodiazole-5-carbonyl}-2-azabicyclo[2.2.1]heptan-7-amine